C(CCC)OC(=O)N1C[C@@H](CC1)N(C)CC.NC1(CCN(CC1)C1C(OC(=C1)SC1=C(C=CC(=C1)Cl)Cl)=O)C 4-amino-4-methylpiperidin-1-yl-5-(2,5-dichlorophenylthio)furan-2-one butyl-(R)-3-(ethyl(methyl)amino)pyrrolidine-1-carboxylate